BrC=1C=C2C=CC(=CC2=CC1)OC=1N=NNC1C(=O)OC1CC1 cyclopropyl 4-((6-bromonaphthalen-2-yl) oxy)-1H-1,2,3-triazole-5-carboxylate